O=C1OC2=CC=CC=C2C=C1C(=O)F 2-oxo-2H-chromene-3-carbonyl fluoride